CC1(CNC=2C1=NC(=CC2CN[C@H]2COCCC2)C(=O)NC2=CC(=CC=C2)C2(CC(C2)CC#N)C2=NN=CN2C)C 3,3-dimethyl-7-{[(3R)-oxan-3-ylamino]methyl}-N-{3-[(1s,3s)-3-(cyanomethyl)-1-(4-methyl-1,2,4-triazol-3-yl)cyclobutyl]phenyl}-1H,2H-pyrrolo[3,2-b]pyridine-5-carboxamide